3-(6-(2-methoxyethoxy)-1H-benzo[d]imidazol-2-yl)-1H-indazole-5-carboxylic acid COCCOC=1C=CC2=C(NC(=N2)C2=NNC3=CC=C(C=C23)C(=O)O)C1